C1(=CC=CC=C1)CC(=O)CC(C)=O.C1(=CC=CC=C1)CC(=O)CC(C)=O.[Zn] zinc bis(phenylacetylacetone)